C(C)OC(=O)C=1C(=NN2C1O[C@@H](CC2)C)C=2C=NC(=CC2)CC(C)O (5R)-2-[6-(2-hydroxypropyl)pyridin-3-yl]-5-methyl-6,7-dihydro-5H-pyrazolo[5,1-b][1,3]oxazine-3-carboxylic acid ethyl ester